N,N'-diphenyl-N,N'-di-(3-methylphenyl)-1,1'-biphenyl-4,4'-diamine C1(=CC=CC=C1)N(C1=CC=C(C=C1)C1=CC=C(C=C1)N(C1=CC(=CC=C1)C)C1=CC=CC=C1)C1=CC(=CC=C1)C